5-(2-chloropyrimidin-4-yl)benzothiazole ClC1=NC=CC(=N1)C=1C=CC2=C(N=CS2)C1